2,7-dichloro-8-fluoro-4-oxo-3,4-dihydropyrido[4,3-d]pyrimidin ClC=1NC(C2=C(N1)C(=C(N=C2)Cl)F)=O